tert-butyl (1S,6S)-6-(4-(((R)-2,6-dioxopiperidin-3-yl)amino)phenyl)-7,7-difluoro-3-azabicyclo[4.1.0]heptane-3-carboxylate O=C1NC(CC[C@H]1NC1=CC=C(C=C1)[C@@]12CCN(C[C@H]2C1(F)F)C(=O)OC(C)(C)C)=O